BrC1=CC=C(C=C1)[C@@H](C)N([S@](=O)C(C)(C)C)C (R)-N-[(1R)-1-(4-bromophenyl)ethyl]-N,2-dimethyl-propane-2-sulfinamide